NC1=C(C=CC(=C1F)NCC1=CC=C(C=C1)C(F)(F)F)NC([C@@H]([C@H](CCCCCCCC)F)F)=O (2S,3S)-N-(2-Amino-3-fluoro-4-((4-(trifluoromethyl)benzyl)amino)phenyl)-2,3-difluoroundecanamid